5,7-dibromo-6-chloro-8-fluoro-2-mercaptoquinazolin-4-ol BrC1=C2C(=NC(=NC2=C(C(=C1Cl)Br)F)S)O